FC(C(=O)O)(F)F.FC(C(=O)O)(F)F.C(C)(C)N[C@H](C(=O)NC=1C=CC(=C(C(=O)N[C@H](C)C2=CC=CC3=CC=CC=C23)C1)C)CNC(C)C 5-((S)-2,3-bis(isopropylamino)propanamido)-2-methyl-N-((R)-1-(naphthalen-1-yl)ethyl)benzamide bis(2,2,2-trifluoroacetate)